(R)-4,6-difluoro-N-(2-(2-methylpiperidin-3-yl)thieno[2,3-b]pyridin-4-yl)benzo-[d]thiazol-5-amine FC1=C(C(=CC2=C1N=CS2)F)NC2=C1C(=NC=C2)SC(=C1)C1[C@H](NCCC1)C